O1C=CC2=C1C=CC(=C2)N2C(N(C(NC2=O)=O)C2=CC(=C(C=C2)OC2=CC=CC=C2)C)=O 1-(1-benzofuran-5-yl)-3-(3-methyl-4-phenoxyphenyl)-1,3,5-triazine-2,4,6-trione